FC1=C2C=CNC2=CC(=C1OC=1C=CC(=C(C1)N1N=C(C=C1OCC)C(C)C=1C(=C(C=CC1)CCC(=O)O)F)F)F 3-[3-[1-[1-[5-[(4,6-difluoro-1H-indol-5-yl)oxy]-2-fluoro-phenyl]-5-ethoxy-pyrazol-3-yl]ethyl]-2-fluoro-phenyl]propanoic acid